C(C1=CC=CC=C1)NC1=NC(=NN2C1=CC=C2C2NCCC2)N2C(=CC=1C(=CC=CC21)C(=O)N)C 1-(4-(benzylamino)-7-(pyrrolidin-2-yl)pyrrolo[2,1-f][1,2,4]triazin-2-yl)-2-methyl-1H-indole-4-carboxamide